C(C)(C)(C)OC(=O)N1C[C@@](C=CC=C1)(C=O)NC(=O)OC(C)(C)C (S)-3-((tert-butoxycarbonyl)amino)-3-formylazepine-1-carboxylic acid tert-butyl ester